C(#N)CC(=O)OCC=NO 2-hydroxyimino-ethyl cyanoacetate